BrC1=C2CN(C(NC2=CC=C1F)=O)CC(=O)OC(C)(C)C tert-Butyl 2-(5-bromo-6-fluoro-2-oxo-1,4-dihydroquinazolin-3-yl)acetate